C[C@@H]1N(C[C@H](NC1)C)C=1C2=C(N=CN1)N(C=C2C2=CC=NC=C2)S(=O)(=O)C2=CC=C(C)C=C2 4-((2S,5R)-2,5-Dimethylpiperazin-1-yl)-5-(pyridin-4-yl)-7-tosyl-7H-pyrrolo[2,3-d]pyrimidine